5-((2-Methoxypyridin-3-yl)amino)-2-methyl-N-(1-(naphthalen-1-yl)ethyl)benzamide COC1=NC=CC=C1NC=1C=CC(=C(C(=O)NC(C)C2=CC=CC3=CC=CC=C23)C1)C